OC[C@H]1C[C@@H](CC1)NC(OC(C)(C)C)=O tert-butyl ((1R,3R)-3-(hydroxymethyl)cyclopentyl)carbamate